tert-butyl (R)-4-(4-amino-5-((2,3-dichlorophenyl)thio)-1-methyl-6-oxo-1,6-dihydropyrimidin-2-yl)-2-(aminomethyl)piperazine-1-carboxylate NC=1N=C(N(C(C1SC1=C(C(=CC=C1)Cl)Cl)=O)C)N1C[C@H](N(CC1)C(=O)OC(C)(C)C)CN